FC1=C(C=C(C=C1)NC(=O)C=1N(C=C2C1OCC1C(NS2(=O)=O)CN(C1)C(C1=CC=NC=C1)=O)C)C N-(4-fluoro-3-methylphenyl)-2-isonicotinoyl-7-methyl-2,3,3a,4,10,10a-hexahydro-1H,7H-dipyrrolo[3,4-b:3',4'-f][1,4,5]oxathiazocine-8-carboxamide 5,5-dioxide